ClC1=C(C=C(C=C1OC)OC)C=1C(N(C2=CC(=NC=C2C1)C=1C=NN(C1)C)C1COCC1)=O 3-(2-chloro-3,5-dimethoxyphenyl)-7-(1-methyl-1H-pyrazol-4-yl)-1-(tetrahydrofuran-3-yl)-1,6-naphthyridin-2(1H)-one